OC(CNC=1OC2=CC=C(C=C2C(C1)=O)C)(C)C 2-((2-hydroxy-2-methylpropyl)amino)-6-methyl-4-oxo-4H-chromene